3-(4-(5-amino-6-(5-(2-fluoro-4-((2-fluoroethylamino)methyl)phenyl)-1,3,4-oxadiazol-2-yl)pyrazin-2-yl)phenylsulfonyl)butan-1-ol NC=1N=CC(=NC1C=1OC(=NN1)C1=C(C=C(C=C1)CNCCF)F)C1=CC=C(C=C1)S(=O)(=O)C(CCO)C